Trans-tert-butyl 2-((benzyloxy)methyl)-6-(2-chloro-6-(6-(methylcarbamoyl)pyrimidin-4-yl)pyridin-4-yl)-morpholine-4-carboxylate C(C1=CC=CC=C1)OC[C@@H]1CN(C[C@H](O1)C1=CC(=NC(=C1)C1=NC=NC(=C1)C(NC)=O)Cl)C(=O)OC(C)(C)C